CN([C@@H](CCC(N(C)C)=O)C(=O)O)C(CCC=C)=O N2,N5,N5-trimethyl-N2-(Pent-4-enoyl)-L-glutamine